6-(3-isopropyl-5-((1-isopropylpiperidin-4-yl)methoxy)-1H-indol-2-yl)-7,8-dimethyl-[1,2,4]triazolo[4,3-a]pyridine C(C)(C)C1=C(NC2=CC=C(C=C12)OCC1CCN(CC1)C(C)C)C=1C(=C(C=2N(C1)C=NN2)C)C